(1r,3r)-3-(5-((2,4-dimethoxybenzyl)amino)-7-methoxy-[1,2,4]triazolo[1,5-c]quinazolin-2-yl)-1-(5-(2-hydroxypropan-2-yl)pyridin-2-yl)cyclobutan-1-ol COC1=C(CNC2=NC=3C(=CC=CC3C=3N2N=C(N3)C3CC(C3)(O)C3=NC=C(C=C3)C(C)(C)O)OC)C=CC(=C1)OC